OCCNC(OCC(Cl)(Cl)Cl)=O 2,2,2-trichloroethyl (2-hydroxyethyl)carbamate